3-Methoxytetrahydro-2H-pyran-4-yl (8-amino-7-fluoro-6-(8-methyl-2,3-dihydro-1H-pyrido[2,3-b][1,4]oxazin-7-yl)isoquinolin-3-yl)carbamate NC=1C(=C(C=C2C=C(N=CC12)NC(OC1C(COCC1)OC)=O)C1=C(C2=C(OCCN2)N=C1)C)F